COC(C1=C(C(=CC=C1)NC1(CCC1)C(=O)OC)F)=O (1-methoxycarbonyl-cyclobutylamino)-2-fluoro-benzoic acid methyl ester